2-amino-2'-O-methyladenosine CO[C@@H]1[C@@H]([C@H](O[C@H]1N2C=NC3=C(N=C(N=C32)N)N)CO)O